4-(4-(1-methylpiperidin-4-yl)-7-phenyl-6,7-dihydro-5H-pyrrolo[2,3-d]pyrimidin-2-yl)morpholine CN1CCC(CC1)C=1C2=C(N=C(N1)N1CCOCC1)N(CC2)C2=CC=CC=C2